2-(4-(1-hydroxyethyl)phenyl)-6-(3-methoxyphenyl)-5,7-dimethyl-2,6-dihydro-1H-pyrrolo[3,4-d]pyridazin-1-one OC(C)C1=CC=C(C=C1)N1N=CC=2C(C1=O)=C(N(C2C)C2=CC(=CC=C2)OC)C